CC(C#N)CN1C(C2=CC=CC(=C2C1)C1=CC=C2C=NN(C2=C1)C)=O 2-methyl-3-[4-(1-methyl-1H-indazol-6-yl)-1-oxo-2,3-dihydro-1H-isoindol-2-yl]propanenitrile